beta-galacturonic acid O[C@H]1[C@H](O)[C@@H](O)[C@@H](O)[C@H](O1)C(=O)O